ClC1=CC=C(C(=O)C2=CC=C(OC(C(=O)O)(C)C)C=C2)C=C1 2-[4-(4-chlorobenzoyl)phenoxy]-2-methylpropionic acid